C(C)(C)(C)C1=CN=C(O1)CSC1=CN=C(S1)NC(=O)C1CCN(CC1)CC1=NC=C(C=C1)N1C(NC(CC1)=O)=O N-(5-(((5-(tert-butyl)oxazol-2-yl)methyl)thio)thiazol-2-yl)-1-((5-(2,4-dioxotetrahydropyrimidin-1(2H)-yl)pyridin-2-yl)methyl)piperidine-4-carboxamide